CC1=NC(=NC=C1S(=O)(=O)N1CC2(C1)CC(C2)NC2CCOCC2)C(F)(F)F 2-((4-methyl-2-(trifluoromethyl)pyrimidin-5-yl)sulfonyl)-N-(tetrahydro-2H-pyran-4-yl)-2-azaspiro[3.3]heptan-6-amine